Natrium bicarbonat ethyl-3-cyclopropyl-1H-pyrazole-5-carboxylate C(C)OC(=O)C1=CC(=NN1)C1CC1.C([O-])(O)=O.[Na+]